tert-butyl (2R,6S)-4-{8-[(7-fluoro-2-methylindazol-5-yl)carbamoyl]-2-methanesulfinylquinazolin-5-yl}-2,6-dimethylpiperazine-1-carboxylate FC1=CC(=CC2=CN(N=C12)C)NC(=O)C=1C=CC(=C2C=NC(=NC12)S(=O)C)N1C[C@H](N([C@H](C1)C)C(=O)OC(C)(C)C)C